(S)-1-amino-1'-(6-amino-5-((2-amino-3-chloropyridin-4-yl)thio)pyrazin-2-yl)-1,3-dihydrospiro[indene-2,4'-piperidine]-4-carboxamide N[C@@H]1C=2C=CC=C(C2CC12CCN(CC2)C2=NC(=C(N=C2)SC2=C(C(=NC=C2)N)Cl)N)C(=O)N